1,3-diisopropylimidazolium iodide [I-].C(C)(C)N1C=[N+](C=C1)C(C)C